C(#N)C=1C(=C(C=CC1)[C@@H](C)NS(=O)C(C)(C)C)C N-((R)-1-(3-cyano-2-methylphenyl)ethyl)-2-methylpropane-2-sulfinamide